ammonium benzenesulfonyl benzenesulfonate C1(=CC=CC=C1)S(=O)(=O)OS(=O)(=O)C1=CC=CC=C1.[NH4+]